N,N,N-trimethylpropan-1-aminium chloride [Cl-].C[N+](CCC)(C)C